2-chloro-6-methoxy-4-methylbenzo[d]thiazole ClC=1SC2=C(N1)C(=CC(=C2)OC)C